NCC1=CC=C(C=C1)CN(C1=C(C(=NN1C(C(C)(C)C)=O)C1N(CCNC1)CC(=O)N1CCOCC1)F)C 1-[5-({[4-(aminomethyl)phenyl]methyl}(methyl)amino)-4-fluoro-3-{1-[2-(morpholin-4-yl)-2-oxoethyl]piperazin-2-yl}-1H-pyrazol-1-yl]-2,2-dimethylpropan-1-one